C(C)(C)N1N=CC=C1CN(C1=NOC(=N1)C1=C(C(=C(C(=C1)F)F)O)F)CC1=CC=C(C(=O)O)C=C1 4-((((1-isopropyl-1H-pyrazol-5-yl)methyl)(5-(2,4,5-trifluoro-3-hydroxyphenyl)-1,2,4-oxadiazol-3-yl)amino)methyl)benzoic acid